OC1=CC=C(C=C1)N=NC1=CC=C(C=C1)O bisHydroxyazobenzene